C1=CC=CC=2C3=CC=CC=C3C(C12)COC(=O)N[C@@H](CCCCNC(CCOCCOCCOCCOCCNC(CCCC[C@@H]1SC[C@@H]2NC(N[C@@H]21)=O)=O)=O)C(=O)OCC=C Allyl (S)-27-((((9H-fluoren-9-yl)methoxy)carbonyl)amino)-5,21-dioxo-1-((3aS,4S,6aR)-2-oxohexahydro-1H-thieno[3,4-d]imidazol-4-yl)-9,12,15,18-tetraoxa-6,22-diazaoctacosan-28-oate